C(C)OC(C)=O.C(C1CO1)ON=[N+]=[N-] azido glycidyl ether ethyl-acetate